[C-]1(C=CC=C1)CN(CC(=O)O)CC(=O)O.[CH-]1C=CC=C1.[Fe+2].[Na] sodium ferrocenylmethyliminodiacetic acid